COC=1C=C(C=CC1OC)[C@@H](C)NC(=O)C1=C(C=CC=C1)CNC(CNC(OC(C)(C)C)=O)=O tert-butyl N-[2-[[2-[[(1R)-1-(3,4-dimethoxyphenyl)ethyl]carbamoyl]phenyl]methylamino]-2-oxo-ethyl]carbamate